2-(2-(5-bromo-4-methyl-1H-benzo[d][1,2,3]triazol-1-yl)ethoxy)ethan-1-ol BrC1=C(C2=C(N(N=N2)CCOCCO)C=C1)C